C(C=C)(=O)N1C[C@@H]2N(C(C=3C(=C(C(=C4C=NN(C34)CC2)C2=CC=C(C=3SC(=C(C32)C#N)N)F)F)F)=O)CC1 (R)-4-((R)-10-Acryloyl-1,2-difluoro-14-oxo-8,8a,9,10,11,12-hexahydro-7H,14H-pyrazino[1',2':5,6][1,5]diazocino[3,2,1-hi]indazol-3-yl)-2-amino-7-fluorobenzo[b]thiophene-3-carbonitrile